N-[4-fluoro-2-(trifluoromethyl)phenyl]piperidine FC1=CC(=C(C=C1)N1CCCCC1)C(F)(F)F